COC=1C=C2C(=NC=NC2=CC1OC)N1CCN(CCC1)CCC#N 3-(4-(6,7-dimethoxyquinazolin-4-yl)-1,4-diazepan-1-yl)propanenitrile